C(C)(C)(C)OC(=O)N1CC2(CC1)CN(CC2)C=2C=NC=CC2C2=CC(=C(C=C2)CNC(=O)C=2N=NN(C2)C(C)(C)C)C 7-(4-(4-((1-(tert-butyl)-1H-1,2,3-triazole-4-carboxamido)methyl)-3-methylphenyl)pyridin-3-yl)-2,7-diazaspiro[4.4]Nonane-2-carboxylic acid tert-butyl ester